[Na+].C(=O)([O-])CNC(=O)N1C2=CC=C(C=C2SC=2C=C(C=CC12)N(C)C)N(C)C 10-N-(carboxymethyl-aminocarbonyl)-3,7-bis(dimethylamino)-10H-phenothiazine sodium salt